5,7-Diamino-3,5,7,9-tetradeoxy-D-glycero-D-galacto-non-2-ulopyranosonic acid N[C@@H]1[C@H](CC(C(=O)O)(O)O[C@H]1[C@@H]([C@H](O)C)N)O